2-chloro-4-(2-fluoro-4-methylphenyl)-6,7-dimethylpyrido[2,3-d]pyrimidine ClC=1N=C(C2=C(N1)N=C(C(=C2)C)C)C2=C(C=C(C=C2)C)F